C(CC)C=1C=C(C=CC1O)C(CCCCCCCCC)C1=CC(=C(C=C1)O)CCC 1,1-bis(3-propyl-4-hydroxyphenyl)decane